C1(CC1)C1=NC=NC(=C1C=1N=C(C2=C(N1)C=NN2)C(F)(F)F)OC 5-(4-cyclopropyl-6-methoxy-pyrimidin-5-yl)-7-(trifluoromethyl)-1H-pyrazolo[4,3-d]pyrimidine